ClCC1=NOC(=C1)C1=CC(=C(C#N)C=C1)OC 4-(3-(Chloromethyl)isoxazol-5-yl)-2-methoxybenzonitrile